C12(CC(C1)C2)C2=NN(C(=C2)C(=O)N(C(F)(F)F)C2=CC(=CC=C2)S(=O)(=N)C)CC2(CC(C2)(F)F)C 3-(bicyclo[1.1.1]pentan-1-yl)-1-((3,3-difluoro-1-methylcyclobutyl)methyl)-N-(3-(S-methylsulfonimidoyl)phenyl)-N-(trifluoromethyl)-1H-pyrazole-5-carboxamide